FC=1C=CC(=NC1)C=1C(=C2N(N1)CCC2)C2=C1C(=NC=C2)C=NN1 7-[2-(5-Fluoro-2-pyridyl)-5,6-dihydro-4H-pyrrolo[1,2-b]pyrazol-3-yl]-1H-pyrazolo[4,3-b]pyridine